CC1(CC1)NC(O[C@H]1C[C@H](CC1)C1=NN(C(=C1)NC=1N=C(N=NC1)OC)C(C)(C)C)=O (1R,3S)-3-(1-(tert-butyl)-5-((3-methoxy-1,2,4-triazin-5-yl)amino)-1H-pyrazol-3-yl)cyclopentyl (1-methylcyclopropyl)carbamate